FC=1C=C(C=C(C1)F)[C@@H](C)N1C=NC2=C(C1=O)C1=C(S2)CNCC1 (R)-3-(1-(3,5-Difluorophenyl)ethyl)-5,6,7,8-tetrahydropyrido[4',3':4,5]thieno[2,3-d]pyrimidin-4(3H)-one